2-(bis(3-chloro-4-fluorophenyl)methyl)-N-(2-(methylsulfonyl)ethyl)-1H-imidazole-5-sulfonamide ClC=1C=C(C=CC1F)C(C=1NC(=CN1)S(=O)(=O)NCCS(=O)(=O)C)C1=CC(=C(C=C1)F)Cl